P(=O)([O-])([O-])O.[K+].[K+] Dikalium phosphat